4-(1H-tetrazol-5-yl)tetrazol N1N=NN=C1N1N=NN=C1